C(C)(C)(C)C1=CC=C(C(=N1)Cl)C(=O)NS(=O)(=O)C1=NC(=CC=C1)NC(C(C)C)CC[C@@H]1CNC(C1)(C)C 6-tert-butyl-2-chloro-N-[[6-[[1-[2-[(3S)-5,5-dimethylpyrrolidin-3-yl]ethyl]-2-methyl-propyl]amino]-2-pyridyl]sulfonyl]pyridine-3-carboxamide